FC(S(=O)(=O)Cl)(F)F.[Li] lithium trifluoromethylsulfonyl chloride